C1(CC1)C1=CC=C(C=C1)NC(=O)[C@@H]1N(C[C@H](C1)F)CC1=CC=CC=2CCOC21 (2R,4S)-N-(4-cyclopropylphenyl)-1-((2,3-dihydrobenzofuran-7-yl)methyl)-4-fluoropyrrolidine-2-carboxamide